methyl 3-methyl-2,4-dioxo-1,2,3,4-tetrahydroquinazoline-7-carboxylate CN1C(NC2=CC(=CC=C2C1=O)C(=O)OC)=O